2-(2-(cyclohept-1-en-1-yl)-5-ethyl-7-oxo-6-(piperazin-1-yl)-[1,2,4]triazolo[1,5-a]pyrimidin-4(7H)-yl)-N-(2-methoxy-4-(trifluoromethyl)phenyl)acetamide C1(=CCCCCC1)C1=NN2C(N(C(=C(C2=O)N2CCNCC2)CC)CC(=O)NC2=C(C=C(C=C2)C(F)(F)F)OC)=N1